C1C[C@@H]([C@@H]2[C@@H]([C@H]1O)C[C@]34N2C(=O)[C@@]5(C[C@@H]6[C@H](CC[C@@H]([C@H]6N5C3=O)O)O)SS4)O The molecule is an organic disulfide isolated from the whole broth of the marine-derived fungus Exserohilum rostratum and has been shown to exhibit antineoplastic activity. It has a role as a metabolite and an antineoplastic agent. It is an organic heterohexacyclic compound, a lactam, a tetrol, an organic disulfide, a bridged compound and a secondary alcohol.